N[C@H]1CN(CCC1)C(=O)C1=CC=2N(C=C1)C(=C(N2)C=2N(C1=CC=CC=C1C2)CC2=CC(=C(C=C2)F)OC)C (R)-(3-aminopiperidin-1-yl)(2-(1-(4-fluoro-3-methoxybenzyl)-1H-indol-2-yl)-3-methylimidazo[1,2-a]pyridin-7-yl)methanone